C(C=C)N1N(C2=NC(=NC=C2C1=O)NC1=CC=C(C#N)C=C1)C1=NC(=CC=C1)OC1CCN(CC1)C p-{2-allyl-1-[6-(1-methyl-4-piperidyloxy)-2-pyridyl]-3-oxo-1,2-dihydro-3H-1,2,5,7-tetraazainden-6-ylamino}benzonitrile